ClC1=NC(=NC(=C1C(F)(F)F)OC1=CC=C(C=C1)N1CCN(CC1)C)NS(=O)(=O)C=1C=NN(C1)C N-[4-chloro-6-[4-(4-methylpiperazin-1-yl)phenoxy]-5-(trifluoromethyl)pyrimidin-2-yl]-1-methyl-pyrazole-4-sulfonamide